((1-acetylpiperidin-4-yl)amino)-2-chloropyrimidine-4-carboxylic acid methyl ester COC(=O)C1=NC(=NC=C1NC1CCN(CC1)C(C)=O)Cl